The molecule is a lignan that is (-)-matairesinol in which one of the phenolic hydroxy groups has been replaced by a beta-D-glucosyl residue. It has a role as a plant metabolite. It is a gamma-lactone, a lignan, a beta-D-glucoside, a monosaccharide derivative and a member of guaiacols. It derives from a (-)-matairesinol. COC1=C(C=CC(=C1)C[C@H]2COC(=O)[C@@H]2CC3=CC(=C(C=C3)O[C@H]4[C@@H]([C@H]([C@@H]([C@H](O4)CO)O)O)O)OC)O